OC1CCC=2C1=NC1=C(C2NC(=O)N=S(=O)(N)C=2SC(=CN2)C(C)(C)O)CCC1 N'-((3-hydroxy-1,2,3,5,6,7-hexahydrodicyclopenta[b,e]pyridin-8-yl)carbamoyl)-5-(2-hydroxypropan-2-yl)thiazole-2-sulfonimidamide